3-amino-5-methyl-1,2-benzoxazole-6-carbonitrile NC1=NOC2=C1C=C(C(=C2)C#N)C